(S)-3-tert-butylamino-1,2-propanediol C(C)(C)(C)NC[C@@H](CO)O